4-Amino-2-(diethyl-aminomethyl)phenol NC1=CC(=C(C=C1)O)C(N)(CC)CC